C(C)C=1C=CC(=C(C1)S(=O)(=O)NC1=NOC2=C1C(=CC(=C2)CN2N=CC(=C2)CNC([C@@H](C)F)=O)OC)OC (R)-N-((1-((3-((5-ethyl-2-methoxyphenyl)sulfonamido)-4-methoxybenzo[d]isoxazol-6-yl)methyl)-1H-pyrazol-4-yl)methyl)-2-fluoropropanamide